O.O.O.O.[F-].[K+] potassium fluoride, Tetrahydrate